O=C1NC(CCC1N1C(N(C2=C1C=CC=C2OC2CCN(CC2)C(=O)OC(C)(C)C)C)=O)=O tert-butyl 4-((1-(2,6-dioxopiperidin-3-yl)-3-methyl-2-oxo-2,3-dihydro-1H-benzo[d]imidazol-4-yl)oxy)piperidine-1-carboxylate